C12C3C4C=CC(C3C(C3C=CCC31)C2)C4 pentacyclo[6.5.1.13,6.02,7.09,13]pentadeca-4,10-diene